3-[[(1R)-1-(3,6-Dimethyl-4-oxo-2-phenyl-chromen-8-yl)ethyl]amino]-N-(2-hydroxy-2-methyl-propyl)pyridine-2-carboxamide CC1=C(OC2=C(C=C(C=C2C1=O)C)[C@@H](C)NC=1C(=NC=CC1)C(=O)NCC(C)(C)O)C1=CC=CC=C1